C1(CCCC1)[Si](OS(=O)(=O)C(F)(F)F)(C(C)(C)C1=CC=CC=C1)C1CCCC1 dicyclopentyl-cumyl-silyl-triflic acid